3-(5-bromo-1-oxo-2,9a-diazabenzo[cd]azulen-2(1H)-yl)piperidine-2,6-dione BrC=1C=CC=2N(C(N3C=CC=CC1C23)=O)C2C(NC(CC2)=O)=O